2,4-dimethyl-o-aminophenylthiophenol CC1=C(C=CC(=C1)C)C=1C(=C(C=CC1)S)N